FC1=CC=C(C=C1)N1N=CC2=CC(=CC=C12)N1C[C@H](N(CC1)S(=O)(=O)C=1C=NN(C1C)CCC)C (R)-1-(4-fluorophenyl)-5-(3-methyl-4-((5-methyl-1-propyl-1H-pyrazol-4-yl)sulfonyl)piperazin-1-yl)-1H-indazole